C(#N)C1=NC(=NC(=C1)NC1=CC=CC=C1)N1N=CC(=C1)C(=O)O 1-[4-cyano-6-(phenylamino)pyrimidin-2-yl]-1H-pyrazole-4-carboxylic acid